acetaldehyde-O-(2-oxo-2-(4-(5-(trifluoromethyl)pyrimidin-2-yl)piperazin-1-yl)ethyl) oxime O=C(CON=CC)N1CCN(CC1)C1=NC=C(C=N1)C(F)(F)F